6-ethyl-1,6-dihydro-1-methyl-imidazo[4,5-d]pyrrolo[2,3-b]pyridine-7-carboxamide C(C)N1C(=CC=2C1=NC=C1C2N(C=N1)C)C(=O)N